N-(5,6-difluoro-1H-indol-3-yl)-N'-(2-methoxy-1-phenylethyl)ethanediamide FC=1C=C2C(=CNC2=CC1F)NC(C(=O)NC(COC)C1=CC=CC=C1)=O